COC=1C=C(C=CC1OC)S(=O)(=O)NC1CCN(CC1)C1=C(C=CC=C1)/C=C/C(=O)NO (E)-3-(2-(4-((3,4-dimethoxyphenyl)sulfonamido)piperidin-1-yl)phenyl)-N-hydroxyacrylamide